FCOC1=C(C=C(C=C1)C=CC(=O)O)OC (s)-3-(4-(fluoromethoxy)-3-methoxyphenyl)acrylic acid